NC=1C=C2C(N=C(S2)C[C@@H]([C@@H](C2=CC(=C(C(=C2)OC)C)OC)O[Si](C)(C)C(C)(C)C)OC2CCCC2)=C(C1)C(=O)OCC ethyl 6-amino-2-((2S,3R)-3-((tert-butyldimethylsilyl)oxy)-2-(cyclopentyloxy)-3-(3,5-dimethoxy-4-methylphenyl)propyl)benzo[d]thiazole-4-carboxylate